3-(6-Ethoxy-2-fluoro-3-pyridyl)-4-[2-[(3S)-1-(3-fluoropropyl)pyrrolidin-3-yl]oxypyrimidin-5-yl]-2H-thiochromen-7-ol C(C)OC1=CC=C(C(=N1)F)C=1CSC2=CC(=CC=C2C1C=1C=NC(=NC1)O[C@@H]1CN(CC1)CCCF)O